FC1=CC(=CC(=N1)NC1(COC1)C)I 6-fluoro-4-iodo-N-(3-methyl-oxetan-3-yl)pyridin-2-amine